(S)-1-(((R)-tert-butylsulfinyl)amino)-4-((4-methoxybenzyl)oxy)-1,3-dihydrospiro[indene-2,4'-piperidine]-1'-carboxylic acid tert-butyl ester C(C)(C)(C)OC(=O)N1CCC2(CC1)[C@@H](C1=CC=CC(=C1C2)OCC2=CC=C(C=C2)OC)N[S@](=O)C(C)(C)C